4-(5-fluoro-benzimidazol-2-yl)-1,2,5-oxadiazol-3-amine FC1=CC2=C(N=C(N2)C=2C(=NON2)N)C=C1